O1C2=C(OCC1C=1NC(C(N1)([2H])[2H])([2H])[2H])C(=C(C(=C2[2H])[2H])[2H])[2H] 2-(2,3-dihydrobenzo[b][1,4]dioxin-2-yl-5,6,7,8-d4)-4,5-dihydro-1H-imidazole-4,4,5,5-d4